(4-(4-(benzo[d]thiazol-5-ylamino)quinolin-6-yl)-3-fluorophenyl)(3-(chloromethyl)-3-(hydroxymethyl)azetidin-1-yl)methanone S1C=NC2=C1C=CC(=C2)NC2=CC=NC1=CC=C(C=C21)C2=C(C=C(C=C2)C(=O)N2CC(C2)(CO)CCl)F